1-Adamantanamine C12(CC3CC(CC(C1)C3)C2)N